C(C)OC(CC1C[C@H](N(CC1)C(=O)OC(C)(C)C)C)=O tert-butyl (2R)-4-(2-ethoxy-2-oxo-ethyl)-2-methyl-piperidine-1-carboxylate